1-(2-(2,6-dioxopiperidin-3-yl)-1,3-dioxoisoindolin-5-yl)azetidin O=C1NC(CCC1N1C(C2=CC=C(C=C2C1=O)N1CCC1)=O)=O